N-[2-(diethylamino)ethyl]-5-[(Z)-(5-fluoro-2-oxo-indoline-3-ylidene)methyl]-2,4-dimethyl-1H-pyrrole-3-carboxamide C(C)N(CCNC(=O)C1=C(NC(=C1C)\C=C\1/C(NC2=CC=C(C=C12)F)=O)C)CC